N4-(2-methyl-1H-indol-5-yl)-N2-{2-[5-(trifluoromethoxy)-1H-indol-3-yl]ethyl}pyrimidine-2,4-diamine CC=1NC2=CC=C(C=C2C1)NC1=NC(=NC=C1)NCCC1=CNC2=CC=C(C=C12)OC(F)(F)F